(Z)-1-(((1r,4r)-4-aminocyclohexyl)methyl)-3-((3,5-dimethyl-1H-pyrrol-2-yl)methylene)-5-fluoro-2-oxo-N-(pyridin-4-ylmethyl)indole-6-carboxamide hydrochloride Cl.NC1CCC(CC1)CN1C(\C(\C2=CC(=C(C=C12)C(=O)NCC1=CC=NC=C1)F)=C/C=1NC(=CC1C)C)=O